FC1=C(C=C(C=C1)NC(=O)[C@H]1[C@H]/2CC[C@@H]([C@H]1NC(C1=C(C=CC(=C1)C1CC3(OCCO3)CCC1)OC)=O)\C2=C/C(F)(F)F)C(F)(F)F (1R,2S,3R,4R,Z)-N-(4-fluoro-3-(trifluoromethyl)phenyl)-3-(2-methoxy-5-(1,4-dioxaspiro[4.5]decan-7-yl)benzamido)-7-(2,2,2-trifluoroethylidene)bicyclo[2.2.1]heptane-2-carboxamide